FC=1C=C(C=CC1)CN1CCN(CC1)C(=O)C1=C(OC=2N=CN=C(C21)NC2(CC2)C)C 5-{4-[(3-fluorophenyl)methyl]piperazine-1-carbonyl}-6-methyl-N-(1-methylcyclopropyl)furo[2,3-d]pyrimidin-4-amine